C(CSSCCO)O dithiodiethanol